[Pb].[Zn].[Cu] copper-zinc-lead